6-fluoro-2-((4-methoxybenzyl)amino)-5-((triisopropylsilyl)ethynyl)quinolin-4-yl trifluoromethanesulfonate FC(S(=O)(=O)OC1=CC(=NC2=CC=C(C(=C12)C#C[Si](C(C)C)(C(C)C)C(C)C)F)NCC1=CC=C(C=C1)OC)(F)F